5-chloro-N-[2-[1-(4-chlorophenyl)pyrazol-3-yl]ethoxy]-6-ethyl-pyrimidin-4-amine ClC=1C(=NC=NC1CC)NOCCC1=NN(C=C1)C1=CC=C(C=C1)Cl